N-methyl-3-(methylamino)pyrrolidine-3-carboxamide CNC(=O)C1(CNCC1)NC